ClC1=CC(=NC(=C1)C1=C(C=CC=C1C)C)NS(=O)(=O)C=1C=C(C(=O)OC)C=CC1 methyl 3-[[4-chloro-6-(2,6-dimethylphenyl)-2-pyridyl]sulfamoyl]benzoate